13-phenyl-3H,13H-indeno[2',3':3,4]naphtho[1,2-b]pyran C1(=CC=CC=C1)C1C2=CC=CC=C2C2=C1C1=C(OCC=C1)C=1C=CC=CC21